N-((1H-indol-6-yl)methyl)-1-(5-(5-chloro-2-methoxypyridin-4-yl)-1H-pyrazole-3-carbonyl)piperidine-4-carboxamide N1C=CC2=CC=C(C=C12)CNC(=O)C1CCN(CC1)C(=O)C1=NNC(=C1)C1=CC(=NC=C1Cl)OC